Methyl 2-[1-(6-methyl-4-oxo-2-pyrimidin-2-yl-chromen-8-yl)ethylamino]benzoate CC=1C=C2C(C=C(OC2=C(C1)C(C)NC1=C(C(=O)OC)C=CC=C1)C1=NC=CC=N1)=O